C1=CC=CC=2C3=CC=CC=C3C(C12)COC(=O)N[C@H](C(=O)O)CC1=CC=C(C=C1)C1=CC=C(C=C1)C(NCCO)=O (S)-2-((((9H-fluoren-9-yl)methoxy)carbonyl)amino)-3-(4'-((2-hydroxyethyl)carbamoyl)-[1,1'-biphenyl]-4-yl)propanoic acid